tert-butyl (S)-2-((2-((4-(tert-butoxycarbonyl)-2,6-difluorobenzyl)oxy)-6-methylpyridin-3-yl)ethynyl)morpholine-4-carboxylate C(C)(C)(C)OC(=O)C1=CC(=C(COC2=NC(=CC=C2C#C[C@H]2CN(CCO2)C(=O)OC(C)(C)C)C)C(=C1)F)F